[7-(Methoxymethoxylamino)naphthalen-2-yl]diethylamine COCONC1=CC=C2C=CC(=CC2=C1)N(CC)CC